C(C)(C)(C)OC(=O)N1C2C=C(CC1CC2)B2OC(C)(C)C(C)(C)O2 8-tert-butoxycarbonyl-8-azabicyclo[3.2.1]oct-2-ene-3-boronic acid pinacol ester